C(C=C)(=O)NCCCCNC(C=C)=O 1,4-bis(acrylamido)butane